4-chloro-5-(trifluoromethyl)-1H-pyrrolo[2,3-b]pyridine ClC1=C2C(=NC=C1C(F)(F)F)NC=C2